tert-butyl [2-oxo-2-(1,3-thiazol-2-yl)ethyl]carbamate O=C(CNC(OC(C)(C)C)=O)C=1SC=CN1